N1=NC=C(C=C1)C=1C(=NC=CC1N)N pyridazin-4-yl-pyridine-2,4-diamine